ClC1=CC=C(C(=N1)C1=NOC(N1)=O)N[C@H](C)C=1C=C(C=C2C(C(=C(OC12)C=1C=NN(C1)C)C=1N=COC1)=O)C 3-[6-Chloro-3-[[(1R)-1-[6-methyl-2-(1-methylpyrazol-4-yl)-3-oxazol-4-yl-4-oxo-chromen-8-yl]ethyl]amino]-2-pyridyl]-4H-1,2,4-oxadiazol-5-one